OC(CCC1=CC=CC=C1)CCO 3,5-dihydroxyamylbenzene